C(C)(=O)NC1=CC=C(C=C1)N(C(CN1C(=NC2=C1C=CC(=C2)C#N)C#N)=O)CC2=CSC=C2 N-(4-acetamidophenyl)-2-(2,5-dicyanobenzimidazol-1-yl)-N-(3-thienylmethyl)acetamide